phenyl-2,4,6-trimethylbenzoylphosphonic acid lithium [Li].C1(=CC=CC=C1)C=1C(=C(C(=O)P(O)(O)=O)C(=CC1C)C)C